FC1=CC(=C(C(=C1)C(C)C)NC(=O)N=[S@](=O)(N)C=1SC(=CC1)C(C)(C)O)C(C)C (R)-N'-(4-fluoro-2,6-diisopropylphenylcarbamoyl)-5-(2-hydroxypropan-2-yl)thiophene-2-sulfonimidamide